bromon-hexane BrCCCCCC